B(O)(O)O.P(=O)(O)(O)[O-].[NH4+] ammonium dihydrogenphosphate-boric acid